6-((4-(pyridin-4-yl)piperidin-1-yl)sulfonyl)benzo[d]thiazole N1=CC=C(C=C1)C1CCN(CC1)S(=O)(=O)C1=CC2=C(N=CS2)C=C1